C(C)OC(C(C(C(=CN(C)C)C1=CC=C(C=C1)C)=O)=CN(C)C)=O 5-(dimethylamino)-2-((dimethylamino)methylene)-3-oxo-4-(p-tolyl)pent-4-enoic acid ethyl ester